[Li].CN1CCN(CCC1)C(C(=O)O)CC 2-(4-methyl-1,4-diazepan-1-yl)butanoic acid lithium